CN(CCN1C=2C=CC=CC2C=2C=C3C(=C(C12)C)C=CN=C3)C N,N-dimethyl-2-(5-methyl-6H-pyrido[4,3-b]carbazol-6-yl)ethanamine